ClC1=CC(NC(N1CC1CN(CCC1)C(=O)OC(C)(C)C)=O)=O tert-butyl 3-((6-chloro-2,4-dioxo-3,4-dihydropyrimidin-1(2H)-yl)methyl)piperidine-1-carboxylate